C1(CCC1)C1=CC=C2C(=C(C(=NC2=C1)OC)C(=O)OCC)C(=O)N(C)CC1=CC=C(C=C1)OC ethyl 7-cyclobutyl-2-methoxy-4-({[(4-methoxyphenyl)methyl](methyl)amino}carbonyl)quinoline-3-carboxylate